Nickel cobalt manganate lithium [Li+].[Mn](=O)(=O)([O-])[O-].[Co+2].[Ni+2]